ClC=1C=C(C(=NC1)OC1=CC(=C(C(=O)NO)C=C1)C)F 4-((5-chloro-3-fluoropyridin-2-yl)oxy)-N-hydroxy-2-methylbenzamide